(1S,2R,3R,5R)-3-[(5R)-1,7-diazaspiro[4.5]decan-1-ylmethyl]-5-[4-(methylamino)pyrrolo[2,3-d]pyrimidin-7-yl]cyclopentane-1,2-diol N1(CCC[C@]12CNCCC2)C[C@@H]2[C@H]([C@H]([C@@H](C2)N2C=CC1=C2N=CN=C1NC)O)O